C(C)(C)(C)C=1N=C(C2=C(N1)N(N=N2)CC2=C(C=CC=C2)SSCCO)N2CC(CC2)(F)F 2-[[2-[[5-tert-butyl-7-(3,3-difluoropyrrolidin-1-yl)triazolo[4,5-d]pyrimidin-3-yl]methyl]phenyl]dithio]ethanol